4-(2-Cyanopropan-2-yl)-N-(3-fluoro-4-methyl-5-(7-(methylamino)-1,6-naphthyridin-3-yl)phenyl)picolinamide C(#N)C(C)(C)C1=CC(=NC=C1)C(=O)NC1=CC(=C(C(=C1)C=1C=NC2=CC(=NC=C2C1)NC)C)F